FC(C)(F)C=1C=C(C=CC1)NC(=O)C1(C(=NN(C1=O)C1=CC=C(C=C1)OC(C)C)C)F N-(3-(1,1-difluoroethyl)phenyl)-4-fluoro-1-(4-isopropoxyphenyl)-3-methyl-5-oxo-4,5-dihydro-1H-pyrazole-4-carboxamide